5-chloro-N4-(1-(4-methoxybenzyl)piperidin-4-yl)-3-nitropyridine-2,4-diamine ClC=1C(=C(C(=NC1)N)[N+](=O)[O-])NC1CCN(CC1)CC1=CC=C(C=C1)OC